2,2-Dioctylmalonic acid potassium salt [K+].C(CCCCCCC)C(C(=O)[O-])(C(=O)[O-])CCCCCCCC.[K+]